FC(CC1=NN=CN1C)C=1C=C(C=CC1)N1C(C2=CC=CC(=C2C1)C(F)(F)F)=O 2-[3-[1-fluoro-2-(4-methyl-4H-1,2,4-triazol-3-yl)ethyl]phenyl]-4-(trifluoromethyl)isoindolin-1-one